COC(C1=NC=CC(=C1)CCl)=O.FC=1C=C(C=CC1)C=CC(=O)C1=C(C(=C(C=C1)OC)OC)OC 3-(3-fluorophenyl)-1-(2,3,4-trimethoxyphenyl)prop-2-en-1-one Methyl-4-(chloromethyl)picolinate